5-{(3S)-3-[(3,3-dimethylpentyl)amino]-5-fluoro-7-hydroxy-3,4-dihydro-2H-1-benzothiopyran-6-yl}-1λ6,2,5-thiadiazolidine-1,1,3-trione CC(CCN[C@@H]1CSC2=C(C1)C(=C(C(=C2)O)N2CC(NS2(=O)=O)=O)F)(CC)C